BrCCCCC(C)Br 1,5-dibromohexane